(E)-N'-(1-(naphthalen-2-yl)ethylidene)thiophene-2-carbohydrazide C1=C(C=CC2=CC=CC=C12)\C(\C)=N\NC(=O)C=1SC=CC1